4-fluoro-N-(3-(3-(5-methylfuran-2-yl)-[1,2,4]triazolo[4,3-b]pyridazin-6-yl)phenyl)benzamide FC1=CC=C(C(=O)NC2=CC(=CC=C2)C=2C=CC=3N(N2)C(=NN3)C=3OC(=CC3)C)C=C1